2-(exo-8-amino-3-azabicyclo[3.2.1]octan-3-yl)-5-(4-chloro-2-methyl-2H-indazol-5-yl)-3-methyl-3,7-dihydro-4H-pyrrolo[2,3-d]pyrimidin-4-one NC1C2CN(CC1CC2)C=2N(C(C1=C(N2)NC=C1C1=C(C2=CN(N=C2C=C1)C)Cl)=O)C